N-(4-amino-1H-pyrazolo[4,3-c]pyridin-7-yl)-2-oxo-2-[rac-(2R,5S)-2-(2,3-dihydrobenzofuran-5-yl)-5-methyl-1-piperidyl]acetamide NC1=NC=C(C2=C1C=NN2)NC(C(N2[C@H](CC[C@@H](C2)C)C=2C=CC1=C(CCO1)C2)=O)=O |r|